methyl 2-(5-bromo-3-fluoro-2-methoxyphenyl)acetate BrC=1C=C(C(=C(C1)CC(=O)OC)OC)F